C1(CC1)C(=O)N1CC2(C3=CC=C(C=C13)N1C(N(C(C1=O)(C)C)CC1=CC(=NC=C1)NC1CCOCC1)=O)CCC2 3-(1'-(cyclopropanecarbonyl)spiro[cyclobutane-1,3'-indolin]-6'-yl)-5,5-dimethyl-1-((2-((tetrahydro-2H-pyran-4-yl)amino)pyridin-4-yl)methyl)imidazolidine-2,4-dione